(R)-1-(2-(2-fluorophenyl)oxazol-4-yl)ethan-1-amine hydrochloride Cl.FC1=C(C=CC=C1)C=1OC=C(N1)[C@@H](C)N